4-bromo-3,5-difluoro-N-hydroxy-aminobenzylidene chloride BrC1=C(C=C(C(NO)(Cl)Cl)C=C1F)F